O=C1N(CC2=CC=C(C=C12)C=1C=NN(C1)C1CCNCC1)C1C(NC(CC1)=O)=O 3-{1-oxo-6-[1-(piperidin-4-yl)pyrazol-4-yl]-3H-isoindol-2-yl}piperidine-2,6-dione